N[C@H](C(=O)O)C(C)C1=NNC2=CC=C(C=C12)F (S)-2-amino-3-(5-fluoro-1H-indazol-3-yl)butanoic acid